tert-butyl 2-[5-amino-1-[(4-methoxyphenyl)methyl]pyrazol-3-yl]benzimidazole-1-carboxylate NC1=CC(=NN1CC1=CC=C(C=C1)OC)C1=NC2=C(N1C(=O)OC(C)(C)C)C=CC=C2